OCC1CCOCC1 4-(hydroxymethyl)tetrahydropyran